C(C)(C)(C)OC(=O)NC(C(=O)O)C(F)(F)F 2-(tert-Butoxycarbonyl-amino)-3,3,3-trifluoro-propanoic acid